N-(2-phenethyl)acetamide CC(=O)NCCC1=CC=CC=C1